C[C@@H]1O[C@@H](CN(C1)C1=C(C=CC(=N1)C1=NC2=CC=NC=C2C=C1)F)C 2-(6-((cis)-2,6-dimethylmorpholino)-5-fluoropyridin-2-yl)-1,6-naphthyridin